N-(5-chloro-7-(trifluoromethyl)benzo[d]thiazol-4-yl)-2-(2-(2,3-dihydrobenzofuran-5-yl)-5-ethyl-7-oxo-6-(piperazin-1-yl)-[1,2,4]triazolo[1,5-a]pyrimidin-4(7H)-yl)acetamide ClC=1C=C(C2=C(N=CS2)C1NC(CN1C=2N(C(C(=C1CC)N1CCNCC1)=O)N=C(N2)C=2C=CC1=C(CCO1)C2)=O)C(F)(F)F